undecyl-fluorononadecane C(CCCCCCCCCC)C(CCCCCCCCCCCCCCCCCC)F